tert-butyl (3R)-3-[7-methyl-2-[(7-methyl-6-quinolyl)amino]-8-oxo-purin-9-yl]pyrrolidine-1-carboxylate CN1C(N(C2=NC(=NC=C12)NC=1C=C2C=CC=NC2=CC1C)[C@H]1CN(CC1)C(=O)OC(C)(C)C)=O